C1(CC1)C(=O)NC1=NC=C2C=C(N=C(C2=C1)C1CC1)C=1C(=CC(=NC1)C(=O)OC)C methyl 5-(7-(cyclopropanecarboxamido)-1-cyclopropyl-2,6-naphthyridin-3-yl)-4-methylpicolinate